C(C)(C)(C)NS(=O)(=O)C=1C=C(C=CC1)NC(C1=C(N=C(C=C1)C(CO)(C)O)N1CCC2(CC2)CC1)=O N-(3-(N-(tert-butyl)sulfamoyl)phenyl)-6-(1,2-dihydroxypropan-2-yl)-2-(6-azaspiro[2.5]octan-6-yl)nicotinamide